4-(4-(phenylethynyl)phenyl)-1,2,3-thiadiazole C1(=CC=CC=C1)C#CC1=CC=C(C=C1)C=1N=NSC1